FC(OC1CC(C1)C1=NC=CC(=N1)N1CCC(CC1)NC(OC(C)(C)C)=O)(F)F tert-butyl (1-(2-(3-(trifluoromethoxy)cyclobutyl)pyrimidin-4-yl)piperidin-4-yl)carbamate